ethyl 2-[1-[2-[4-(hydroxymethyl)cyclohexyl]-5-[[6-(trifluoromethyl)pyridine-2-carbonyl]amino]indazol-6-yl]-1-methyl-ethoxy]acetate OCC1CCC(CC1)N1N=C2C=C(C(=CC2=C1)NC(=O)C1=NC(=CC=C1)C(F)(F)F)C(C)(OCC(=O)OCC)C